methyl 2-(4-(2-hydroxyethyl)piperazin-1-yl)acetate dihydrochloride Cl.Cl.OCCN1CCN(CC1)CC(=O)OC